[Pt].[Te].[Pt] platinum-tellurium-platinum